3-(1-oxo-5-(((1S,2R)-2-(3-(pyridin-3-yl)azetidin-1-yl)cyclohexyl)oxy)isoindolin-2-yl)piperidine-2,6-dione O=C1N(CC2=CC(=CC=C12)O[C@@H]1[C@@H](CCCC1)N1CC(C1)C=1C=NC=CC1)C1C(NC(CC1)=O)=O